CN1N=NC(=C1)C=1C=CC=C2C=NNC12 7-(1-methyl-1,2,3-triazol-4-yl)-1H-indazole